O=C1CC(=NC=C1)C(=O)O 4-oxo-pyridine-2-carboxylic acid